C(C1=CC=CC=C1)OC1=C2N=CN(C2=NC=N1)C1=NC(=CC=C1)C 6-(benzyloxy)-9-(6-methylpyridin-2-yl)-9H-purine